N-(4-methyl-3-(2-(pyridin-3-ylamino)-8,9-dihydroimidazo[1',2':1,6]pyrido[2,3-d]pyrimidin-6-yl)phenyl)-4-(trifluoromethyl)picolinamide CC1=C(C=C(C=C1)NC(C1=NC=CC(=C1)C(F)(F)F)=O)C1=CC2=C(N=C(N=C2)NC=2C=NC=CC2)N2C1=NCC2